(1S,4aR,5R,8aS)-N-(2,6-dichlorophenyl)-1-methyl-5-[(1S)-2,2,2-trifluoro-1-hydroxy-ethyl]-3,4,4a,5,6,7,8,8a-octahydro-1H-isoquinoline-2-carboxamide ClC1=C(C(=CC=C1)Cl)NC(=O)N1[C@H]([C@H]2CCC[C@H]([C@@H]2CC1)[C@@H](C(F)(F)F)O)C